C(C)(C)(C)C1N(CCC(C1)C(NC1=CC=C(C=C1)C1=CC2=C(N=CN=C2N2CCOCC2)N1COCC[Si](C)(C)C)=O)C1CCNCC1 tert-butyl-4-({4-[4-(morpholin-4-yl)-7-{[2-(trimethylsilyl)ethoxy]methyl}-7H-pyrrolo[2,3-d]pyrimidin-6-yl]phenyl}carbamoyl)-[1,4'-bipiperidine]